(S)-2-((7-(6-((4-chloro-2-fluorobenzyl)oxy)-5-fluoropyridin-2-yl)-5-fluoro-2,3-dihydrobenzofuran-4-yl)methyl)-4-ethoxy-1-(oxetane-2-ylmethyl)-1H-Benzo[d]imidazole-6-carboxylic acid ClC1=CC(=C(COC2=C(C=CC(=N2)C2=CC(=C(C=3CCOC32)CC3=NC2=C(N3C[C@H]3OCC3)C=C(C=C2OCC)C(=O)O)F)F)C=C1)F